2-(4-methylbenzyl)-1-(4-morpholinophenyl)butan-1-one CC1=CC=C(CC(C(=O)C2=CC=C(C=C2)N2CCOCC2)CC)C=C1